7-(6-chloro-3-fluoropyridin-2-yl)-2-(2,5-dimethyl-1H-pyrrol-1-yl)-[1,2,4]triazolo[1,5-a]pyridine ClC1=CC=C(C(=N1)C1=CC=2N(C=C1)N=C(N2)N2C(=CC=C2C)C)F